NC1=C(C=CC=C1)C(C)=O 1-(2-Aminophenyl)-1-ethanone